CN1N=CC=C1C=1C(NN=C(C1)N1[C@@H](COCC1)C)CNC(=O)C1=CC=NN1 N-((4-(1-methyl-1H-pyrazol-5-yl)-6-((R)-3-methylmorpholino)-2,3-dihydropyridazin-3-yl)methyl)-1H-pyrazol-5-formamide